butyl N-ethyl-N-[5-fluoro-3-methyl-2-oxo-3-[(3R)-3-[(6-cyano-3-pyridyl)amino]-1-piperidyl]indolin-7-yl]carbamate C(C)N(C(OCCCC)=O)C=1C=C(C=C2C(C(NC12)=O)(N1C[C@@H](CCC1)NC=1C=NC(=CC1)C#N)C)F